NC(C(=O)O)(CCCCB(O)O)C1CCN(CC1)CC=1C=CC=C2CCCOC12 2-amino-6-borono-2-(1-(chroman-8-ylmethyl)piperidin-4-yl)hexanoic acid